4-({[(1s,4s)-4-cyclopropylcyclohexyl]oxy}methyl)-7-methyl-2H-quinolizine-3,6(1H,4H)-dione C1(CC1)C1CCC(CC1)OCC1C(CCC2=CC=C(C(N12)=O)C)=O